O1CCN(CC1)CO morpholinomethanol